(ISOBUTYLAMINO)(OXO)ACETIC ACID C(C(C)C)NC(C(=O)O)=O